C(C)(C)(C)OC(NCCOCCOCC#CC1=CC=C2C3=C(N(C2=C1)C1C(NC(CC1)=O)=O)N=CC=C3)=O tert-butyl(2-(2-((3-(9-(2,6-dioxopiperidin-3-yl)-9H-pyrido[2,3-b]indol-7-yl) prop-2-yn-1-yl)oxy)ethoxy)ethyl)carbamate